(4-(4-((2-hydroxy-2-methylpropyl)amino)-4-oxobutyl)-1-phenyl-1H-imidazol-2-yl)-3-(1-methyl-1H-pyrazol-4-yl)benzamide OC(CNC(CCCC=1N=C(N(C1)C1=CC=CC=C1)C1=C(C(=O)N)C=CC=C1C=1C=NN(C1)C)=O)(C)C